O1COC2=C1C=CC(=C2)C2NC=1C=CC3=C(C1C=1C(CC(CC21)(C)C)=O)C=CC=C3 5-(benzo[d][1,3]dioxol-5-yl)-3,3-dimethyl-3,4,5,6-tetrahydrobenzo[a]phenanthridin-1(2H)-one